(2s,3r,4r,5r,6r)-3-acetamido-6-(acetoxymethyl)tetrahydro-2H-pyran C(C)(=O)N[C@H]1CO[C@H](CC1)COC(C)=O